6-fluoro-4-oxo-1-(2,4,6-trifluorophenyl)-1,4-dihydro-1,8-naphthyridine-3-carboxylic acid FC=1C=C2C(C(=CN(C2=NC1)C1=C(C=C(C=C1F)F)F)C(=O)O)=O